C(C)(CC)N[SiH2]CC=C(C)C (sec-butylamino)dimethylallylsilane